5-(4-amino-1-(tert-butyl)-1H-pyrazolo[3,4-d]pyrimidin-3-yl)benzo[d]oxazol-2-amine NC1=C2C(=NC=N1)N(N=C2C=2C=CC1=C(N=C(O1)N)C2)C(C)(C)C